CC1(CC1)NC(O[C@H]1CO[C@H](C1)C1=NN(C(=C1)NC(=O)C1=CC(=NN1C)C(C(F)(F)F)OC)C(C)(C)C)=O (3R,5R)-5-(1-(tert-butyl)-5-(1-methyl-3-(2,2,2-trifluoro-1-methoxyethyl)-1H-pyrazole-5-carboxamido)-1H-pyrazol-3-yl)tetrahydrofuran-3-yl (1-methylcyclopropyl)carbamate